C(C)(C)C=1C=C(C=CC1N)N(C)C 3-isopropyl-N,N-dimethyl-benzene-1,4-diamine